N1CC(CC1)NC1=NC=2N(C=C1)N=CC2C#N 5-(pyrrolidin-3-ylamino)pyrazolo[1,5-a]pyrimidine-3-carbonitrile